FC(C1=CC=C(C=C1)[C@@H](C)N)(F)F (R)-1-(4-(trifluoro-methyl)phenyl)-ethan-1-amine